(1S,2R,5R)-N-hydroxy-8-propionyl-3-((6-(4-(trifluoromethoxy)phenoxy)pyridin-3-yl)sulfonyl)-3,8-diazabicyclo[3.2.1]octane-2-carboxamide ONC(=O)[C@H]1[C@@H]2CC[C@H](CN1S(=O)(=O)C=1C=NC(=CC1)OC1=CC=C(C=C1)OC(F)(F)F)N2C(CC)=O